ClC1=NC=C(C(=N1)NC1(CCSCC1)C#N)[N+](=O)[O-] 4-((2-chloro-5-nitropyrimidin-4-yl)amino)tetrahydro-2H-thiopyran-4-carbonitrile